7-(4-fluorobenzyl)-1-(3-hydroxypropyl)-8-(4-methoxyphenoxy)-3-methyl-1H-purine-2,6(3H,7H)-dione FC1=CC=C(CN2C(=NC=3N(C(N(C(C23)=O)CCCO)=O)C)OC2=CC=C(C=C2)OC)C=C1